2,5-dichloro-3-[(2-oxooxazolidin-5-yl)methoxy]benzoic acid ClC1=C(C(=O)O)C=C(C=C1OCC1CNC(O1)=O)Cl